C(C)(=O)O.C(C)(=O)O.C1(=CC=C(C=C1)P(C1=CC=C(C=C1)C)C1=CC=C(C=C1)C)C.C1(=CC=C(C=C1)P(C1=CC=C(C=C1)C)C1=CC=C(C=C1)C)C bis(tri-p-tolylphosphine) diacetate